FC1=NC=C(C=C1N1N=C(C=C1)N)F 1-(2,5-difluoropyridin-3-yl)-1H-pyrazol-3-amine